propylene carboxymethyl sulfoxide C(=O)(O)S(=O)C.C=CC